NC1=NC=2C=C(C(=CC2C2=C1C=NN2C)C(=O)N([C@@H]2COCC1=NC(=CC=C12)C(F)(F)F)C)C 4-amino-N,1,7-trimethyl-N-((5S)-2-(trifluoromethyl)-5,8-dihydro-6H-pyrano[3,4-b]pyridin-5-yl)-1H-pyrazolo[4,3-c]-quinoline-8-carboxamide